COC(=O)C1CN(CCC1)C1=C(C(=C(C=C1)N)N)F 1-(3,4-diamino-2-fluorophenyl)piperidine-3-carboxylic acid methyl ester